COC(C[C@@H]1CN(CC1)C(=O)OC(C)(C)C)=O tert-Butyl (3R)-3-(2-methoxy-2-oxo-ethyl)pyrrolidine-1-carboxylate